COC1=CC=C(C=C1)C1=NC2=CC=CC=C2C(=C1)NCCCN(CCCNC)C 2-(4-methoxyphenyl)-N-(3-{methyl-[3-(methylamino)propyl]-amino}propyl)quinolin-4-amine